(S)-1-(3-(difluoromethyl)azetidin-1-yl)propane FC(C1CN(C1)CCC)F